C(C)(C)(C)N(C(O)=O)CC(O)C1=CC=C(C=C1)NC([C@H](C)NC(=O)OCC1C2=CC=CC=C2C=2C=CC=CC12)=O.COC1=CC2=C(N=C(S2)NCC(=O)NCCCCCCC)C=C1 2-[(6-methoxy-2-benzo[d]thiazolyl)amino]-N-heptyl-acetamide tert-butyl-(2-(4-((S)-2-((((9H-fluoren-9-yl)methoxy)carbonyl)amino)propanamido)phenyl)-2-hydroxyethyl)carbamate